FC(C=1C=C(C=C(C1)C(F)(F)F)[C@H](CO)O)(F)F (R)-1-(3,5-bis(trifluoromethyl)phenyl)ethane-1,2-diol